COC1=C(C(=O)O)C=CC=C1N1C(C2=CC=CC=C2C1)=O 2-methoxy-3-(1-oxoisoindol-2-yl)benzoic acid